The molecule is a D-mannose 1-phosphate with an alpha-configuration at the anomeric position. It is a D-mannose 1-phosphate and an alpha-D-hexose 1-phosphate. It derives from an alpha-D-mannose. It is a conjugate acid of an alpha-D-mannose 1-phosphate(2-). C([C@@H]1[C@H]([C@@H]([C@@H]([C@H](O1)OP(=O)(O)O)O)O)O)O